4-(5-bromo-3,4-dihydro-1,7-naphthyridin-1(2H)-yl)-5-fluoroquinazolin-2(1H)-one BrC1=C2CCCN(C2=CN=C1)C1=NC(NC2=CC=CC(=C12)F)=O